[3-(piperidin-3-ylmethoxy)phenyl](pyrrolidin-1-yl)methanone N1CC(CCC1)COC=1C=C(C=CC1)C(=O)N1CCCC1